C(C)OC(=C)C=1N=NC=C(C1)OC 3-(1-ethoxyvinyl)-5-methoxypyridazine